hydroxyacetanilide OCC(=O)NC1=CC=CC=C1